FC=1C=C(C=C(C1)F)[C@H]1N(OCC1)C(=O)[C@H]1C[C@H](CC1)C1=NC=CC(=C1)C(=O)N cis-2-[3-[(3S)-3-(3,5-difluorophenyl)isoxazolidine-2-carbonyl]cyclopentyl]pyridine-4-carboxamide